O1C(=NC2=C1C=CC=C2)C=2C=C(C=CC2)NC(CC2=CC=CC=C2)=O N-(3-(benzo[d]oxazol-2-yl)phenyl)-2-phenylacetamide